N-(4'-((4-(cis-3-hydroxycyclobutoxy)-6-(methylsulfonyl)pyridin-2-yl)amino)-5-(2-hydroxypropan-2-yl)-[2,3'-bipyridin]-6'-yl)acetamide O[C@H]1C[C@H](C1)OC1=CC(=NC(=C1)S(=O)(=O)C)NC1=C(C=NC(=C1)NC(C)=O)C1=NC=C(C=C1)C(C)(C)O